C(CCC)[N+](C)(C)C butyltrimethylammonium